tert-butyl (R)-4-(1-((7-methoxy-2-methyl-2H-pyrazolo[3,4-c]pyridin-5-yl)carbamoyl)-2,3-dihydro-1H-pyrrolo[2,3-b]pyridin-4-yl)-2-methylpiperazine-1-carboxylate COC1=NC(=CC=2C1=NN(C2)C)NC(=O)N2CCC=1C2=NC=CC1N1C[C@H](N(CC1)C(=O)OC(C)(C)C)C